2,4-dihydro-1H-pyrido[3,4-b]pyrazin-3-one N1C2=C(NC(C1)=O)C=NC=C2